COC(=O)C=1C=C2C(=NC1)NC(N2C2=CC=C(C=C2)F)=O 1-(4-fluorophenyl)-2-oxo-2,3-dihydro-1H-imidazo[4,5-b]Pyridine-6-carboxylic acid methyl ester